6-methoxy-5-ethyl-1,3-diaminobenzene COC1=C(C=C(C=C1N)N)CC